COCC=1C=C(C#N)C=C(C1)OCOCC[Si](C)(C)C 3-(methoxymethyl)-5-(2-trimethylsilylethoxymethoxy)benzonitrile